Cl[C@H]([C@@H](C1=CC=CC=C1)Cl)S(=O)C1=CC=C(C=C1)OC 1-(((1R,2R)-1,2-dichloro-2-phenylethyl)sulfinyl)-4-methoxybenzene